methyl ((2-(((1R*,2S*)-2-(hydroxymethyl)cyclobutyl)methoxy)-4-methylphenyl)sulfonyl)-L-prolinate OC[C@@H]1[C@@H](CC1)COC1=C(C=CC(=C1)C)S(=O)(=O)N1[C@@H](CCC1)C(=O)OC |o1:2,3|